8-chloro-3,4-dihydro-2H-benzo[2,1-b][1,4]oxazine ClC1=CC=CC2=C1OCCN2